7-bromo-2H-1,4-benzoxazin-3(4H)-one BrC1=CC2=C(NC(CO2)=O)C=C1